tert-butyl (R)-6-methyl-4-(((trifluoromethyl)sulfonyl)oxy)-3,6-dihydropyridine-1(2H)-carboxylate C[C@@H]1C=C(CCN1C(=O)OC(C)(C)C)OS(=O)(=O)C(F)(F)F